5-bromo-3-fluoro-2-{[(1-methylpyrazol-4-yl)amino]methyl}pyridine BrC=1C=C(C(=NC1)CNC=1C=NN(C1)C)F